C(C)(C)(C)OC(NC1CCC(CC1)N)=O ((1S,4S)-4-aminocyclohexyl)carbamic acid tert-butyl ester